2,5-dimethylbenzene-1-sulfonyl chloride CC1=C(C=C(C=C1)C)S(=O)(=O)Cl